5-(4-(6-ethoxy-9H-purin-9-yl)phenyl)-2-(((2-(4-(2-hydroxyethyl)piperazin-1-yl)ethyl)amino)methylene)cyclohexane C(C)OC1=C2N=CN(C2=NC=N1)C1=CC=C(C=C1)C1CCC(CC1)=CNCCN1CCN(CC1)CCO